2-aminobiphenyl-2,3-diol NC1(C(=CC=CC1O)C1=CC=CC=C1)O